ONC(/C=C/C1=C(C=CC=C1)NC(=O)C1CCC2(CC2)CC1)=O (E)-N-(2-(3-(hydroxyamino)-3-oxoprop-1-en-1-yl)phenyl)spiro[2.5]octane-6-carboxamide